N-[(1R)-1-(1-Naphthyl)ethyl]-3-piperazin-1-yl-benzamide Hydrochloride Salt Cl.C1(=CC=CC2=CC=CC=C12)[C@@H](C)NC(C1=CC(=CC=C1)N1CCNCC1)=O